5-bromo-3-ethyl-2-(1-(4-methyl-1,4-diazepan-1-yl)butyl)quinazolin-4(3H)-one BrC1=C2C(N(C(=NC2=CC=C1)C(CCC)N1CCN(CCC1)C)CC)=O